[N+](#[C-])/C=C/C1=CC=C(C=C1C1=CC=CC=C1)NC(C)=O (E)-N-(6-(2-Isocyanovinyl)-(1,1-biphenyl)-3-yl)acetamide